3-[6-Chloro-3-[[(1R)-1-[3,6-dimethyl-2-(1-methylpyrazolo[4,3-b]pyridin-5-yl)-4-oxo-chromen-8-yl]ethyl]amino]-2-pyridyl]-4H-1,2,4-oxadiazol-5-one ClC1=CC=C(C(=N1)C1=NOC(N1)=O)N[C@H](C)C=1C=C(C=C2C(C(=C(OC12)C1=CC=C2C(=N1)C=NN2C)C)=O)C